(R)-3-(benzyloxy)-2-hydroxypropyl palmitate C(CCCCCCCCCCCCCCC)(=O)OC[C@@H](COCC1=CC=CC=C1)O